ClC=1C=CC(=NC1)[C@@]1(OC2=C(O1)C=CC=C2C2=CC[C@H](OC2)CC2=NC1=C(N2CC=2N=CSC2)C=C(C=C1)C(=O)O)C 2-(((S)-5-((S)-2-(5-chloropyridin-2-yl)-2-methylbenzo[d][1,3]dioxol-4-yl)-3,6-dihydro-2H-pyran-2-yl)methyl)-1-(thiazol-4-ylmethyl)-1H-benzo[d]imidazole-6-carboxylic acid